BrC(C1CCN(CC1)C(=O)OC(C)(C)C)Br tert-Butyl 4-(dibromomethyl)piperidine-1-carboxylate